tert-butyl (2-(6-bromo-1-(dimethylcarbamoyl)-1H-indol-3-yl)ethyl)(N,N-dimethylsulfamoyl)carbamate BrC1=CC=C2C(=CN(C2=C1)C(N(C)C)=O)CCN(C(OC(C)(C)C)=O)S(N(C)C)(=O)=O